NC1=NC=2C=C(C(=CC2C2=C1C=NN2C)C(=O)N(CC2=NC=C(C(=C2)C)C#CC(C)(C)O)CC)F 4-amino-N-ethyl-7-fluoro-N-((5-(3-hydroxy-3-methylbut-1-yn-1-yl)-4-methylpyridin-2-yl)methyl)-1-methyl-1H-pyrazolo[4,3-c]quinoline-8-carboxamide